4-(benzyloxy)-N-(1-isopropylpiperidin-4-yl)-3,5-dimethoxybenzamide C(C1=CC=CC=C1)OC1=C(C=C(C(=O)NC2CCN(CC2)C(C)C)C=C1OC)OC